CC1=C(C(=O)O)C=CC(=C1)C(=O)O 2-methyl-terephthalic acid